lactic acid, Anhydride C(C(O)C)(=O)OC(C(O)C)=O